1-benzyl-3-[(7-fluoro-5-methoxy-1H-indol-3-yl)methyl]piperidin-4-one C(C1=CC=CC=C1)N1CC(C(CC1)=O)CC1=CNC2=C(C=C(C=C12)OC)F